tert-butyl (2S,4R)-4-(cyclobutoxy)-2-(hydroxymethyl)pyrrolidine-1-carboxylate C1(CCC1)O[C@@H]1C[C@H](N(C1)C(=O)OC(C)(C)C)CO